BrC=1C=C2CCN(C(C2=CC1)=O)C1=CC(=C(C=C1)O)[N+](=O)[O-] 6-bromo-2-(4-hydroxy-3-nitrophenyl)-3,4-dihydroisoquinolin-1(2H)-one